C(C)(C)(C)C=1C=CC(=C(C1)O)C=1C=NC(=CC1)CCC 5-(tert-butyl)-2-(6-propylpyridin-3-yl)phenol